COC([C@H]([C@H](CC)C)N1C([C@@H](NCC1)C)=O)=O (2S,3S)-3-methyl-2-[(3S)-3-methyl-2-oxopiperazin-1-yl]pentanoic acid methyl ester